(R)-10-((2-Oxo-4-phenylpyridin-1(2H)-yl)methyl)-7-azaspiro[4.5]decane-7-carbonyl chloride O=C1N(C=CC(=C1)C1=CC=CC=C1)C[C@@H]1CCN(CC12CCCC2)C(=O)Cl